CC(C)[C@H]1CC=CCC1 (4R)-4-(1-Methylethyl)-1-cyclohexene